[4-(trimethylsilyl)phenyl](2-methylphenyl)sulfoxide C[Si](C1=CC=C(C=C1)S(=O)C1=C(C=CC=C1)C)(C)C